C(C)(C)(C)OC(=O)N1C(C(CC1)(C)C(C=CN(C)C)=O)=C=O 3-(3-(Dimethylamino)acryloyl)-3-methyl-2-carbonyl-pyrrolidine-1-carboxylic acid tert-butyl ester